C1(CCCC1)C1=CC(=CC2=C1N=C(S2)N2[C@@H]1C[C@H]([C@H](C2)C1)OCC=1C(=NOC1C1CC1)C1=C(C=CC=C1Cl)Cl)C(=O)O 4-cyclopentyl-2-[(1S,4S,5R)-5-{[5-cyclopropyl-3-(2,6-dichlorophenyl)-1,2-oxazol-4-yl]methoxy}-2-azabicyclo[2.2.1]heptan-2-yl]-1,3-benzothiazole-6-carboxylic acid